FC=1C=C(CNC2=CC=CC3=C2SC(=C3)C3=C(C(=NC(=C3C(=O)N)CC(C)C)CCC3=CC=C(C=C3)F)C=3OC(=NN3)C)C=CC1F 4-(7-((3,4-difluorobenzyl)amino)benzo[b]thiophen-2-yl)-6-(4-fluorophenethyl)-2-isobutyl-5-(5-methyl-1,3,4-oxadiazol-2-yl)nicotinamide